5-(1-cyanocyclopropyl)-3-[(R)-ethylsulfinyl]pyridine-2-carbonitrile C(#N)C1(CC1)C=1C=C(C(=NC1)C#N)[S@](=O)CC